8-bromo-N-decyloctanoamide BrCCCCCCCC(=O)NCCCCCCCCCC